4-bromo-N-{5-[5-(difluoromethyl)pyrazol-1-yl]-1,3,4-thiadiazol-2-yl}-5-methoxy-6-oxopyran-2-carboxamide BrC=1C=C(OC(C1OC)=O)C(=O)NC=1SC(=NN1)N1N=CC=C1C(F)F